tert-butyl (4-(((trans)-2-fluoro-2-phenylcyclopropyl)amino)cyclohexyl)carbamate F[C@]1([C@@H](C1)NC1CCC(CC1)NC(OC(C)(C)C)=O)C1=CC=CC=C1